(R)-1-(4-(benzyloxy)-3-nitrophenyl)-2-bromoethanol C(C1=CC=CC=C1)OC1=C(C=C(C=C1)[C@H](CBr)O)[N+](=O)[O-]